C(C)(=O)OCC(CCCC(C(=O)OC(C)(C)C)(C=1C=C(C=CC1)C)C)(C)C tert-Butyl 7-acetoxy-2,6,6-trimethyl-2-(m-tolyl)heptanoate